NC=1C=CC(=C(C1)S(=O)(=O)NCC1=CN(C(C=C1)=O)C)C 5-amino-2-methyl-N-[(1-methyl-6-oxo-3-pyridyl)methyl]benzenesulfonamide